(1S,3aS,3bR,4R,5R,5aS,10aR,10bS,12aS)-10a,12a-dimethyl-1-(thiazol-2-yl)-1,2,3,3a,3b,4,5,5a,6,7,10,10a,10b,11,12,12a-hexadecahydrocyclopenta[5,6]naphtho[1,2-f]indazole-1,4,5-triol C[C@]12CC=3C=NNC3C[C@@H]1[C@H]([C@@H]([C@H]1[C@H]3[C@](CC[C@@H]12)([C@](CC3)(O)C=3SC=CN3)C)O)O